[Ti].CC(CC(C)=O)=O (2,4-pentanedione) titanium